Sodium 2-oxo-3-(3-oxo-1-phenylbutyl)chromen-4-olate O=C1OC2=CC=CC=C2C(=C1C(CC(C)=O)C1=CC=CC=C1)[O-].[Na+]